O=C1NC(CCC1N1C2=C(C3=CC(=CC=C13)C#CCOCCCN(C(OC(C)(C)C)=O)C)C=CC=N2)=O 1-tert-butyl (3-((3-(9-(2,6-dioxopiperidin-3-yl)-9H-pyrido[2,3-b]indol-6-yl)prop-2-yn-1-yl)oxy)propyl)(methyl)carbamate